2,4-diethyloctane-1,3-diamine C(C)C(CN)C(C(CCCC)CC)N